C1C[C@]2([C@H]3CC4=C5[C@@]2(CCN3CC6CC6)[C@H]([C@@H]1O)OC5=C(C=C4)O)O (4R,4aS,7R,7aR,12bS)-3-(cyclopropylmethyl)-1,2,4,5,6,7,7a,13-octahydro-4,12-methanobenzofuro[3,2-e]isoquinoline-4a,7,9-triol